4-{3-(4-chlorophenyl)-1-[2-(4-morpholinyl)ethyl]ureido}-N-[4-(trifluoromethoxy)phenyl]benzamide ClC1=CC=C(C=C1)NC(N(CCN1CCOCC1)C1=CC=C(C(=O)NC2=CC=C(C=C2)OC(F)(F)F)C=C1)=O